1-(chloromethyl)-4-(methylsulfonyl)benzene ClCC1=CC=C(C=C1)S(=O)(=O)C